7-(3-(2-fluoro-5-methylpyridin-4-yl)-7,8-dihydro-1,6-naphthyridin-6(5H)-yl)-2,8-dimethyl-4H-pyrimido[1,2-b]pyridazin-4-one FC1=NC=C(C(=C1)C=1C=NC=2CCN(CC2C1)C=1C(=CC=2N(N1)C(C=C(N2)C)=O)C)C